C(C)(C)(C)C=1C=C(C=C(C1O)C(C)(C)C)CCC(=O)OCCCCCCCCCCCCCCCCCC octadecyl 3-(3,5-ditertiary-butyl-4-hydroxyphenyl)propanoate